IC1=CN=C2N1C=C(C=C2)N 3-iodoimidazo[1,2-a]pyridin-6-amine